CC(C)N1C(C=CC2=C1N=C(N=C2)N[C@@H](C)C2=CC=C(C=C2)C2(CCOCC2)N2CCN(CC2)C(C(=C([2H])[2H])[2H])=O)=O 8-(propan-2-yl)-2-({(S)-1-[4-(4-{4-[(2H3)prop-2-enoyl]piperazin-1-yl}tetrahydro-2H-pyran-4-yl)phenyl]ethyl}amino)pyrido[2,3-d]pyrimidin-7(8H)-on